Diethylamino(chloro)phenylphosphine C(C)N(CC)P(C1=CC=CC=C1)Cl